benzenesultone C12=CC=CC=C1OS2(=O)=O